tert-butyl N-(5-bromopyrimidin-2-yl)-N-tert-butoxycarbonyl-carbamate BrC=1C=NC(=NC1)N(C(OC(C)(C)C)=O)C(=O)OC(C)(C)C